ClC1=CC=C2C(=C1)NC([C@]21[C@H]([C@@H](N[C@H]1C=C(C)C)C(=O)NC1=C(C=C(C(=O)O)C=C1)OC)C1=C(C(=CC=C1)Cl)F)=O |r| racemic-4-[[(2'R,3R,3'S,5'S)-6-chloro-3'-(3-chloro-2-fluorophenyl)-5'-(2-methylprop-1-enyl)-2-oxo-spiro[indoline-3,4'-pyrrolidine]-2'-carbonyl]amino]-3-methoxy-benzoic acid